3-fluoropicolinate FC=1C(=NC=CC1)C(=O)[O-]